C(C)(C)(C)OC(NN1C(CC1)=C(C(=O)OCC)CC)=O (1-ethoxy-1-oxobutan-2-ylidene)azetidine-1-carbamic acid tert-butyl ester